C(CCC)C1CCCCC=2N(C3=C(C=CC=C3C21)C(=O)O)CC2=CC(=CC=C2)C#N 10-butyl-5-[(3-cyanophenyl)methyl]-5H,6H,7H,8H,9H,10H-cyclohepta[b]indole-4-carboxylic acid